(3S,5S)-5-fluoro-1-(pyrazin-2-yl)piperidin-3-amine F[C@H]1C[C@@H](CN(C1)C1=NC=CN=C1)N